2-Ethyl-4-methyl-1,3-dioxolan C(C)C1OCC(O1)C